OC1OC=C(C2C1C(CC2)COC(C2=C(C=CC=C2)O)=O)C(=O)OC methyl 1-hydroxy-7-(((2-hydroxybenzoyl)oxy)methyl)-1,4a,5,6,7,7a-hexahydrocyclopenta[c]pyran-4-carboxylate